ClC1=[N+](C(=C(C(=C1C1=NOC(=N1)C1=CC(=C(C(=C1)OCOP(=O)(O)O)O)[N+](=O)[O-])C)Cl)C)[O-] 2,5-dichloro-3-(5-(4-hydroxy-3-nitro-5-((phosphonooxy)methoxy)phenyl)-1,2,4-oxadiazol-3-yl)-4,6-dimethylpyridine 1-oxide